1-Aminopentylphosphonic acid monophenyl ester C1(=CC=CC=C1)OP(O)(=O)C(CCCC)N